C(=O)C1CCN(CC1)C1=CC=C(N=N1)C(=O)NC1CCC(CC1)OC1=CC(=C(C=C1)C#N)Cl 6-(4-formylpiperidin-1-yl)-N-[(1r,4r)-4-(3-chloro-4-cyanophenoxy)cyclohexyl]Pyridazine-3-carboxamide